(E)-(2-chlorophenyl)(imino)(2-(2,4,6-trichloropyrimidin-5-yl)vinyl)-λ6-sulfanone ClC1=C(C=CC=C1)S(=O)(\C=C\C=1C(=NC(=NC1Cl)Cl)Cl)=N